N2-(2,2,2-trifluoroethyl)-6-(6-(trifluoromethyl)pyridin-2-yl)-N4-(2-(trifluoromethyl)pyridin-4-yl)-1,3,5-triazine-2,4-diamine FC(CNC1=NC(=NC(=N1)NC1=CC(=NC=C1)C(F)(F)F)C1=NC(=CC=C1)C(F)(F)F)(F)F